O1C(C1)CC1NC=CNC1 2-(oxiran-2-ylmethyl)-1,2,3,4-tetrahydropyrazin